C(C#C)Cl trans-propargyl chloride